FC(CNC(OC1=C2C(=CNC2=CC=C1)CCN(C)C)=O)F 3-(2-(dimethylamino)ethyl)-1H-indol-4-yl (2,2-difluoroethyl)carbamate